N-(4-(8-amino-3,5-dimethylimidazo[1,5-a]pyrazin-1-yl)-3-ethylphenyl)-2-(3-fluorophenyl)-2-hydroxy-acetamide NC=1C=2N(C(=CN1)C)C(=NC2C2=C(C=C(C=C2)NC(C(O)C2=CC(=CC=C2)F)=O)CC)C